1-(tert-butyl)-N-(2-methyl-4-(6-(1-methyl-1H-pyrazol-4-yl)pyrrolo[2,1-f][1,2,4]triazin-4-yl)benzyl)-1H-1,2,3-triazole-4-carboxamide C(C)(C)(C)N1N=NC(=C1)C(=O)NCC1=C(C=C(C=C1)C1=NC=NN2C1=CC(=C2)C=2C=NN(C2)C)C